hydroxylamine oxygen [O].NO